C(C)O\C=C(\C(=O)OCC)/C(C(F)F)=O ethyl (E)-2-(ethoxymethylene)-4,4-difluoro-3-oxobutyrate